(R)-5-Methoxy-3,4-dihydro-2H-pyrrole-2-carboxylic acid methyl ester COC(=O)[C@@H]1N=C(CC1)OC